NC1=C(C(=NC=N1)NC1CN(CCC1)C(C=C)=O)C1=CC=C(C=C1)OC1=CC=CC=C1 1-(3-((6-amino-5-(4-phenoxyphenyl)pyrimidin-4-yl)amino)piperidin-1-yl)prop-2-en-1-one